CN1N=NC2=C1C=CC(=C2C)C(C(C(=O)O)(C)C)C2=CC(=C(C=C2)C)CN2C[C@H](OC1=C(C2)C=CC=2CCCCC21)CC 3-(1,4-dimethyl-1H-benzo[d][1,2,3]triazol-5-yl)-3-(3-(((R)-2-ethyl-2,3,8,9,10,11-hexahydronaphtho[2,1-f][1,4]oxazepin-4(5H)-yl)methyl)-4-methylphenyl)-2,2-dimethylpropanoic acid